CC1(OCCC(O1)CCC(=O)C1=CC=CC=C1)C1=CC=CC=C1 (+-)-3-(2-methyl-2-phenyl-1,3-dioxan-4-yl)-1-phenylpropan-1-one